(9R)-9-Ethyl-6,6-dimethyl-3-pentyl-6a,7,8,9,10,10a-hexahydrobenzo[c]chromen-1-ol C(C)[C@H]1CC2C(C(OC=3C=C(C=C(C23)O)CCCCC)(C)C)CC1